Cl.COC1=NN(C=C1C1NCCC1)C 3-methoxy-1-methyl-4-(pyrrolidin-2-yl)-1H-pyrazole hydrochloride